C(C=C)N(C(C1=CC=C(C(=O)N(CC=C)CC=C)C=C1)=O)CC=C N,N,N',N'-tetraallyl-terephthalamide